C1(=CCC=CC1)CCC(=O)O 3-(cyclohexa-1,4-dien-1-yl)propanoic acid